C(C)C1=C(O)C(=CC(=C1)O)CC 2,6-diethylhydroquinone